N1(CCCC1)C1=C(C=CC=C1)C(CCCC)=O 2-(pyrrolidin-1-yl)phenyl-1-pentanone